FC1=C(C=CC=C1)N1C(C2=CC=C(C=C2CC1)OC)=O 2-(2-Fluorophenyl)-6-methoxy-3,4-dihydroisoquinolin-1-one